(S)-N-methyl-2-amino-2-cyclopropylacetic acid CN[C@H](C(=O)O)C1CC1